ClC1=CC=C(C=C1)C1=NC2=C(N1)C=CC(=C2)N 2-(4-chlorophenyl)-1H-benzo[d]imidazol-5-amine